ClC=1C(=NC(=CC1)N1C=NC=C1)C(=O)NC1CCC(CC1)OC 3-chloro-6-(1H-imidazol-1-yl)-N-((1r,4r)-4-methoxycyclohexyl)pyridinecarboxamide